CN1C(=NC2=C1C=CC(=C2)C2=CC=NN2C)N 1-methyl-5-(1-methyl-1H-pyrazol-5-yl)-1H-benzo[d]imidazol-2-amine